N,N-Dibenzyl-3-Aminosulfonyl-5-butylamino-4-phenoxybenzamide C(C1=CC=CC=C1)N(C(C1=CC(=C(C(=C1)NCCCC)OC1=CC=CC=C1)S(=O)(=O)N)=O)CC1=CC=CC=C1